isopropyl 2-(2-(2-amino-3-methylbutanamido)-5-ureido-pentanamido)-6-diazo-5-oxohexanoate NC(C(=O)NC(C(=O)NC(C(=O)OC(C)C)CCC(C=[N+]=[N-])=O)CCCNC(=O)N)C(C)C